(R)-styrenepropionyl-methanol C(=CC1=CC=CC=C1)CCC(=O)CO